8-methoxy-2H-chromene-3-carboxylic acid COC=1C=CC=C2C=C(COC12)C(=O)O